8-(piperidin-4-yl)-5-(trifluoromethyl)quinoline N1CCC(CC1)C=1C=CC(=C2C=CC=NC12)C(F)(F)F